CC1=CC=C(S1)C(=O)NC1=CC=C(C=C1)N1C2=C(NC(CC1=O)=O)C1=CC=CC=C1C=C2 5-[4-[(5-methylthiophene-2-yl)carbonylamino]phenyl]-1H-naphtho[1,2-B][1,4]diazepine-2,4(3H,5h)-dione